4-[[2-[(1-hydroxy-3H-2,1-benzoxaborol-5-yl)amino]-5-methyl-pyrimidin-4-yl]amino]tetrahydropyran-2-ol OB1OCC2=C1C=CC(=C2)NC2=NC=C(C(=N2)NC2CC(OCC2)O)C